ClC=1C=NC=C(C1)CC(C1=CC=CC=C1)C1=CC=CC=C1 3-chloro-5-(2,2-diphenylethyl)pyridine